C(C)NN1CN=C(N=C1NCC)NCC 3,4,6-tris(ethylamino)-1,3,5-triazine